N[C@@H]1CN(C[C@H]1OCC1=C(C=C(C=C1)C(F)(F)F)F)C(=O)OC(C)(C)C tert-butyl (3R,4R)-3-amino-4-((2-fluoro-4-(trifluoromethyl)benzyl)oxy)pyrrolidine-1-carboxylate